6-(2-(3,4-Difluorophenyl)-5,6-dihydro-4H-pyrrolo[1,2-b]pyrazol-3-yl)imidazo[1,2-a]pyridine FC=1C=C(C=CC1F)C=1C(=C2N(N1)CCC2)C=2C=CC=1N(C2)C=CN1